C(C=C)(=O)N1C[C@@H](N(CC1)C1=NC(N(C2=CC(=C(C=C12)Cl)C1=C(C=CC=C1)F)C1=NC=CC=C1C(C)C)=O)C (S)-4-(4-acryloyl-2-methylpiperazin-1-yl)-6-chloro-7-(2-fluorophenyl)-1-(3-isopropylpyridin-2-yl)quinazolin-2(1H)-one